OC1=NC=NC=C1C#N 4-hydroxypyrimidine-5-carbonitrile